NC1=NC=2C(C=3N1N=C(N3)C=3OC=CC3)=CN(N2)C(C(=O)N2CCN(CC2)C2=CC=C(C=C2)OCCOC)C 2-(5-amino-2-(furan-2-yl)-8H-pyrazolo[4,3-e][1,2,4]triazolo[1,5-c]pyrimidin-8-yl)-1-(4-(4-(2-methoxyethoxy)phenyl)piperazin-1-yl)propan-1-one